rac-(3'R)-4'-bromo-2',2',3'-trifluoro-7'-(trifluoromethylsulfanyl)spiro[1,3-dioxolane-2,1'-indane] BrC1=C2[C@H](C(C3(C2=C(C=C1)SC(F)(F)F)OCCO3)(F)F)F |r|